(E)-2-(2-chlorostyryl)-3-phenyl-1H-indole ClC1=C(/C=C/C=2NC3=CC=CC=C3C2C2=CC=CC=C2)C=CC=C1